C(C)C1=C(NC2=C1N=C(N=C2)C2CCN(CC2)C2CCN(CC2)C(C)C)C2=CC(=NC=C2)C 7-ethyl-2-(1'-isopropyl-[1,4'-bipiperidin]-4-yl)-6-(2-methylpyridin-4-yl)-5H-pyrrolo[3,2-d]pyrimidine